3-benzylphenyl ether C(C1=CC=CC=C1)C=1C=C(C=CC1)OC1=CC(=CC=C1)CC1=CC=CC=C1